ClC1=CC2=CN(N=C2C(=C1)N1CCOCC1)C(F)F 5-chloro-2-(difluoromethyl)-7-(morpholin-4-yl)indazole